(tert-butylimino)cyclopentadienyl-bis(dimethylamino)niobium C(C)(C)(C)N=[Nb](N(C)C)(N(C)C)C1C=CC=C1